5-(1-(cyclopropylmethyl)piperidin-4-yl)-4-methyl-2-(5-(8-methyl-[1,2,4]triazolo[1,5-a]pyridin-6-yl)-4-(2,2,2-trifluoroethyl)-1H-pyrazol-3-yl)thiazole C1(CC1)CN1CCC(CC1)C1=C(N=C(S1)C1=NNC(=C1CC(F)(F)F)C=1C=C(C=2N(C1)N=CN2)C)C